tert-butyl 4-[1-(3-{[(1R,2S)-2-fluorocyclopropyl]carbamoyl}-8-{[(4-methoxyphenyl)methyl](methyl)amino}imidazo[1,2-b]pyridazin-6-yl)-2,3-dihydroindol-4-yl]piperidine-1-carboxylate F[C@@H]1[C@@H](C1)NC(=O)C1=CN=C2N1N=C(C=C2N(C)CC2=CC=C(C=C2)OC)N2CCC1=C(C=CC=C21)C2CCN(CC2)C(=O)OC(C)(C)C